C(C=C)NC=1SC2=C(N1)CC[C@@]1([C@H]3CC[C@]4([C@H]([C@@H]3CC=C12)CC[C@@H]4O)C)C (5aR,5bS,7aS,8S,10aS,10bR)-2-(allylamino)-5a,7a-dimethyl-5,5a,5b,6,7,7a,8,9,10,10a,10b,11-dodecahydro-4H-cyclopenta[7,8]phenanthro[2,1-d]thiazol-8-ol